1,5-Dimethyl-2-oxo-N-[5-(trifluoromethyl)pyrimidin-2-yl]-6,7-dihydro-5H-cyclopenta[b]pyridine-3-carboxamide CN1C2=C(C=C(C1=O)C(=O)NC1=NC=C(C=N1)C(F)(F)F)C(CC2)C